CN1C(=CC2=CC=CC=C12)C1=CC=C(OCCCCCCCCCCCCOC(C=C)=O)C=C1 Acrylic acid 12-[4-(1-methylindol-2-yl)-phenoxy]-dodecyl ester